FC1=C(C=C(C=C1)OC(F)(F)F)CC(=O)NC1=CC=C(N=N1)CCCCN1N=NC(=C1)C(=O)NCCOC 1-(4-(6-(2-(2-fluoro-5-(trifluoromethoxy)phenyl)acetamido)pyridazin-3-yl)butyl)-N-(2-methoxyethyl)-1H-1,2,3-triazole-4-carboxamide